[In].C(CCCCCCCCCCCCCCCCCCC)(=O)O eicosanoic acid indium